bis(3,5-dimethylphenyl)butylphosphine chloride [Cl-].CC=1C=C(C=C(C1)C)C(CCCP)C1=CC(=CC(=C1)C)C